C1(=CC=CC=C1)S(=O)(=O)C1=CC=C(C=C1)CN1N=CC=2C1=NC=CC2 N-{[4-(benzenesulfonyl)phenyl]methyl}-1H-pyrazolo[3,4-b]pyridine